3-(Isopropylamino)-1-[4-[5-(trifluoromethyl)pyrimidin-2-yl]piperazin-1-yl]propan-1-one C(C)(C)NCCC(=O)N1CCN(CC1)C1=NC=C(C=N1)C(F)(F)F